2-(2-(1-(Cyclopropylsulfonyl)-1H-pyrazol-4-yl)pyrimidin-4-yl)-5-(6-(4,4-difluoropiperidin-1-yl)pyridazin-3-yl)-N4-((1s,4s)-4-((dimethylamino)methyl)cyclohexyl)pyridine-2,4-diamine C1(CC1)S(=O)(=O)N1N=CC(=C1)C1=NC=CC(=N1)C1(NC=C(C(=C1)NC1CCC(CC1)CN(C)C)C=1N=NC(=CC1)N1CCC(CC1)(F)F)N